Methyl 4-[(dimethylamino)methyl]-2-sulfamoylbenzoate CN(C)CC1=CC(=C(C(=O)OC)C=C1)S(N)(=O)=O